C(=O)(OCC1C2=CC=CC=C2C2=CC=CC=C12)C1=C(N=NN1)COCCNC Fmoc-2-methylaminoethoxymethyl-triazole